(S)-2-amino-3-(4-((7-((3'-methoxy-[1,1'-biphenyl]-3-yl)methyl)-7H-pyrrolo[2,3-d]pyrimidine-4-yl)oxy)phenyl)propionic acid hydrochloride Cl.N[C@H](C(=O)O)CC1=CC=C(C=C1)OC=1C2=C(N=CN1)N(C=C2)CC=2C=C(C=CC2)C2=CC(=CC=C2)OC